ClC1=NC=C(C(=C1)OC(CF)C)I 2-chloro-4-((1-fluoropropane-2-yl)oxy)-5-iodopyridine